3-mercapto-1,2-butanediol SC(C(CO)O)C